O(C1=CC=CC=C1)CCCC(=O)NCC(=O)N1[C@@H](C[C@H](C1)C1=CC=CC=C1)C(=O)OCC1=CC=CC=C1 benzyl (2S,4S)-1-((4-phenoxybutanoyl)glycyl)-4-phenylpyrrolidine-2-carboxylate